C(N)(OC(C=1C(=CC=CC1)C(C)(C)OC(N)=O)(C)C)=O tetramethylxylylene biscarbamate